NC1=C2C(=NC=N1)N(N=C2C=2NC1=CC(=CC=C1C2)OCC2=CC=CC=C2)CCCCNC(OC(C)(C)C)=O tert-butyl N-(4-{4-amino-3-[6-(benzyloxy)-1H-indol-2-yl]-1H-pyrazolo[3,4-d]pyrimidin-1-yl}butyl)carbamate